2-(2-(3-aminopyrrolidin-1-yl)-6-methylpyrimidin-4-yl)-4-(1-methyl-1H-pyrrolo[2,3-b]pyridin-4-yl)-2,3-dihydro-1H-pyrrolo[3,4-c]pyridin-1-one NC1CN(CC1)C1=NC(=CC(=N1)N1CC=2C(=NC=CC2C1=O)C1=C2C(=NC=C1)N(C=C2)C)C